The molecule is a biflavonoid that is obtained by oxidative coupling of two molecules of apigenin resulting in a bond between positions C-6 and C-8 of the two chromene rings. It has a role as an antineoplastic agent, an antiviral agent, a hepatoprotective agent and a metabolite. It is a biflavonoid, a hydroxyflavone and a biaryl. C1=CC(=CC=C1C2=CC(=O)C3=C(O2)C=C(C(=C3O)C4=C(C=C(C5=C4OC(=CC5=O)C6=CC=C(C=C6)O)O)O)O)O